(1R,2S)-2-[(5R)-8-Fluoro-5H-imidazo[4,3-a]isoindol-5-yl]cyclopentan-1-ol FC1=CC=C2[C@H](N3C(C2=C1)=CN=C3)[C@H]3[C@@H](CCC3)O